8-Chloro-5-(methylamino)-1,4-dihydrobenzo[c][2,7]naphthyridine-3(2H)-carboxylic acid tert-butyl ester C(C)(C)(C)OC(=O)N1CCC=2C3=C(N=C(C2C1)NC)C=C(C=C3)Cl